(1-(4-Methoxyphenyl)ethane-1,2-diyl)bis(diphenylsilane) COC1=CC=C(C=C1)C(C[SiH](C1=CC=CC=C1)C1=CC=CC=C1)[SiH](C1=CC=CC=C1)C1=CC=CC=C1